CN(C1=CC(=C(C=C1)CC(C(=O)O)=O)[N+](=O)[O-])C 3-(4-Dimethylamino-2-nitrophenyl)-2-oxopropionic acid